C(#N)C1=CC(=C(C(=N1)C(C)C)NC(=O)NS(=O)(=O)C=1C=NN2C1OCCC2)C(C)C N-((6-cyano-2,4-diisopropylpyridin-3-yl)carbamoyl)-6,7-dihydro-5H-pyrazolo[5,1-b][1,3]oxazine-3-sulfonamide